CN1C(=NC2=C1C=CC(=C2)OC2=CC(=NC=C2)C=2NC(=CN2)C(F)(F)F)NC2=CC=C(C=C2)C(F)(F)F 1-methyl-5-[2-[5-(trifluoromethyl)-1H-imidazol-2-yl]Pyridin-4-yl]oxy-N-[4-(trifluoromethyl)phenyl]Benzimidazol-2-amine